COCC(CN1CCC(CC1)NC1=C2C=C(N(C2=CC=C1)CC(F)(F)F)C=1C=CC2=C(NN=C2C1)C)O 1-methoxy-3-(4-{[2-(3-methyl-2H-indazol-6-yl)-1-(2,2,2-trifluoroethyl)-1H-indol-4-yl]amino}piperidin-1-yl)propan-2-ol